CC1(C(CCC1)(N)C)N dimethyl-1,2-cyclopentanediamine